NC1CC(CCC1)NC1=CC(=NC=C1[N+](=O)[O-])C(=O)OC methyl 4-((3-aminocyclohexyl)amino)-5-nitropicolinate